COC1=CC=C(C=N1)OC1CCN(CC1)C1=C(C=C(N=N1)C(=O)N[C@H]1CCC=2C=CC=NC2C1)C (S)-6-{4-[(6-methoxypyridin-3-yl)oxy]piperidin-1-yl}-5-methyl-N-(5,6,7,8-tetrahydroquinolin-7-yl)pyridazine-3-carboxamide